N1[C@H](CC1)CN1C(N(C2=NC=C(C=C21)C2=CC(=CC=C2)C(F)(F)F)C)=O |r| (R/S)-1-(Azetidin-2-ylmethyl)-3-methyl-6-[3-(trifluoro-methyl)phenyl]imidazo[4,5-b]pyridin-2-on